tert-butyl (1R,5S)-3-(7-(2,6-diisopropylphenyl)-8-fluoro-2-((2-fluorotetrahydro-1H-pyrrolizin-7a(5H)-yl)methoxy)pyrido[4,3-d]pyrimidin-4-yl)-3,8-diazabicyclo[3.2.1]octane-8-carboxylate C(C)(C)C1=C(C(=CC=C1)C(C)C)C1=C(C=2N=C(N=C(C2C=N1)N1C[C@H]2CC[C@@H](C1)N2C(=O)OC(C)(C)C)OCC21CCCN1CC(C2)F)F